FC1=CC2=C(N(C(C=N2)=O)C)N=C1OCCNC[C@@H]1CN(C(O1)=O)C1=NC2=C(SCC(N2)=O)N=C1 (R)-5-(((2-((7-fluoro-4-methyl-3-oxo-3,4-dihydropyrido[2,3-b]pyrazin-6-yl)oxy)ethyl)amino)methyl)-3-(3-oxo-3,4-dihydro-2H-pyrazino[2,3-b][1,4]thiazin-6-yl)oxazolidin-2-one